N-{2-[4-(4-Aminopiperidin-1-yl)-3-(3-fluoro-5-methylphenyl)chinolin-6-yl]-6-cyano-3,4-difluorophenyl}methylcarbamat NC1CCN(CC1)C1=C(C=NC2=CC=C(C=C12)C1=C(C(=CC(=C1F)F)C#N)CNC([O-])=O)C1=CC(=CC(=C1)C)F